C1(CCCCC1)[C@@H](C)NC(CC1N(C(CC1)=O)[C@H](C)C1=CC=CC=C1)=O N-[(1R)-1-cyclohexylethyl]-2-[5-oxo-1-[(1R)-1-phenylethyl]pyrrolidin-2-yl]acetamide